tert-butyl 3-[1-(5-bromopyridin-2-yl)pyrrolidin-3-yl]propanoate BrC=1C=CC(=NC1)N1CC(CC1)CCC(=O)OC(C)(C)C